FC(OC1=CC=C(\C=N\NC(=O)C=2N=C3N(C=CC=C3)C2)C=C1)(F)F (E)-N'-(4-(trifluoromethoxy)benzylidene)imidazo[1,2-a]pyridine-2-carbohydrazide